CON(C(C1=NC=C(C=C1)OC)=O)C N,5-dimethoxy-N-methylpicolinamide